C(C1=CC=CC=C1)OC(=O)N1C[C@@H]2N(CC1)S(OC2)=O (3aS)-tetrahydro-[1,2,3]oxathiazolo[3,4-a]pyrazine-5(3H)-carboxylic acid benzyl ester-1-oxide